C(#N)C=1C=C(C=CC1)CC(=O)N (3-cyanophenyl)acetamide